Cl.C12CN(CC(CC1)N2)C2=C1C(=NC=C2)NC(=C1)C1=CC(=NC=C1F)OC 4-(3,8-diazabicyclo[3.2.1]oct-3-yl)-2-(5-fluoro-2-methoxypyridin-4-yl)-1H-pyrrolo[2,3-b]pyridine hydrochloride